2-(4-diethylamino-2-hydroxybenzoyl)-benzoic acid hexyl ester C(CCCCC)OC(C1=C(C=CC=C1)C(C1=C(C=C(C=C1)N(CC)CC)O)=O)=O